3-[1-[(3,5-dimethylisoxazol-4-yl)methyl]-2-oxo-3H-imidazo[4,5-b]Pyridin-6-yl]Benzonitrile CC1=NOC(=C1CN1C(NC2=NC=C(C=C21)C=2C=C(C#N)C=CC2)=O)C